CC=1C=C(C=CC1C)NNC(CC[C@H](N)C(=O)O)=O N5-((3,4-dimethylphenyl)amino)-L-glutamine